2-methylpropan-2-yl (4S)-4-amino-4-carbamoylbutanoate N[C@@H](CCC(=O)OC(C)(C)C)C(N)=O